ClC1=C(C(=CC=C1)F)C(C(=O)OC)(C)C methyl 2-(2-chloro-6-fluorophenyl)-2-methylpropanoate